S(=O)(=O)(C1=CC=C(C)C=C1)OC1CCNCC1 4-(tosyloxy)piperidine